COC=1C=C(C=C(C1OC)OC)N1C(C(C1C1=CC(=C(C=C1)OC)OCC1=CC=CC=C1)CO)=O 1-(3,4,5-trimethoxyphenyl)-4-(3-benzyloxy-4-methoxyphenyl)-3-hydroxymethylazetidin-2-one